C1(CC1)C1=NNC2=CN=C(C(=C21)C2=C(C=C(C(=C2)C)S(=O)(=O)C)F)C(=O)O 3-cyclopropyl-4-(2-fluoro-5-methyl-4-methylsulfonyl-phenyl)-1H-pyrazolo[3,4-c]pyridine-5-carboxylic acid